BrC1=NC=2C=C(C=CC2C2=C1COC2)CN(C(=O)C=2C=NC(=NC2)C2CC2)C=2C(=NC=CC2)OC N-({4-bromo-1H,3H-furo[3,4-c]quinolin-7-yl}methyl)-2-cyclopropyl-N-(2-methoxypyridin-3-yl)pyrimidine-5-carboxamide